C(C)OC(C(C)(C)OC1=C(C=C(C=C1C)CN1N=CN(C1=O)C1=CC(=C(C=C1)C(F)(F)F)F)C)=O 2-(4-((4-(3-fluoro-4-(trifluoromethyl)phenyl)-5-oxo-4,5-dihydro-1H-1,2,4-triazole-1-yl)methyl)-2,6-dimethylphenoxy)-2-methylpropionic acid ethyl ester